C(CCCCCC)OC[C@@H](CC=O)C |r| (+-)-4-(heptyloxy)-3-methylbutyraldehyde